ClC1=C(C=CC=C1)[C@@H](O)C1=CC=C(C=C1)Cl (S)-(2-chlorophenyl)(4-chlorophenyl)methanol